C(C)(=O)OC1=CC=C([C@H]2OC=3C=C(C=C(C3C(C2)=O)O)O)C=C1 4'-O-Acetyl-naringenin